2-(6-bromo-3-ethylsulfonyl-imidazo[1,2-a]pyridin-2-yl)-6-(trifluoromethylsulfonyl)isoindolin-1-one BrC=1C=CC=2N(C1)C(=C(N2)N2C(C1=CC(=CC=C1C2)S(=O)(=O)C(F)(F)F)=O)S(=O)(=O)CC